ClC=1C=C2C(NC(=NC2=CC1)C1=C(C=C(C=C1)Cl)O)=O 6-chloro-2-(4-chloro-2-hydroxyphenyl)quinazoline-4(3H)-on